COC1=C(NCC#CC=2C=C(C3=C(N(C=N3)CC(F)(F)F)C2)C(=O)NC2C(CN(CC2)C)C(F)(F)F)C=CC(=C1)S(=O)(=O)C 6-[3-(2-Methoxy-4-methylsulfonyl-anilino)prop-1-ynyl]-N-[1-methyl-3-(trifluoromethyl)-4-piperidyl]-1-(2,2,2-trifluoroethyl)benzimidazole-4-carboxamide